The molecule is an unsaturated fatty acyl-CoA and a member of benzodioxoles. It derives from an (E,E)-piperic acid and a coenzyme A. It is a conjugate acid of an (E,E)-piperonyl-CoA(4-). CC(C)(COP(=O)(O)OP(=O)(O)OC[C@@H]1[C@H]([C@H]([C@@H](O1)N2C=NC3=C(N=CN=C32)N)O)OP(=O)(O)O)[C@H](C(=O)NCCC(=O)NCCSC(=O)/C=C/C=C/C4=CC5=C(C=C4)OCO5)O